FC(C(=O)O)(F)F.N1(CCCCC1)CC1=CC=C(/C=C/C2=NNC3=CC(=CC=C23)\C=C/2\C(NCC23CCOCC3)=O)C=C1 (E)-4-((3-((E)-4-(piperidin-1-ylmethyl)styryl)-1H-indazol-6-yl)methylene)-8-oxa-2-azaspiro[4.5]decan-3-one trifluoroacetate